(2-(4-(4-chlorophenyl)thiazol-2-yl)hydrazono)methan ClC1=CC=C(C=C1)C=1N=C(SC1)NN=C